13-methyl-17-oxo-7-(9-((4,4,5,5,5-pentafluoropentyl)sulfinyl)nonyl)-7,8,9,11,12,13,14,15,16,17-decahydro-6H-cyclopenta[a]phenanthren-3-yl-(4-nitrophenyl) carbonate C(OC1=C(C=C(C=C1)[N+](=O)[O-])C=1C=CC=2C3CCC4(C(CCC4C3C(CC2C1)CCCCCCCCCS(=O)CCCC(C(F)(F)F)(F)F)=O)C)([O-])=O